CC1=NC(=CC(=C1)C=1NC2=CC=C(C=C2C1C(C)C)C1CCN(CC1)CC=1OC=CN1)C 2-((4-(2-(2,6-dimethylpyridin-4-yl)-3-isopropyl-1H-indol-5-yl)piperidin-1-yl)methyl)oxazole